S(O)(O)(=O)=O.[Ce] cerium sulfuric acid